FC(OC=1C=C(C=C2C(=NN(C12)CC#C)NC(C1=CC=C(C=C1)F)=O)CCC)F N-(7-(difluoromethoxy)-1-(prop-2-yn-1-yl)-5-propyl-1H-indazol-3-yl)-4-fluorobenzamide